FC(OC1=C(C=CC(=C1)C(F)(F)F)C=1C=2N(C(=NN1)N[C@H]1CNCCC1)N=C(C2)C)F (R)-4-(2-(Difluoromethoxy)-4-(trifluoromethyl)phenyl)-2-methyl-N-(piperidin-3-yl)pyrazolo[1,5-d][1,2,4]triazin-7-amine